2-(3,5-bis-trifluoromethylphenyl)-N-[4-(4-fluoro-2-methyl-phenyl)-6-(3-hydroxy-2-hydroxymethyl-pyrrolidin-1-yl)-pyridin-3-yl]-N-methyl-isobutyramide FC(C=1C=C(C=C(C1)C(F)(F)F)C(C(=O)N(C)C=1C=NC(=CC1C1=C(C=C(C=C1)F)C)N1C(C(CC1)O)CO)(C)C)(F)F